tert-butyl 4-[1-(2,6-dioxo-3-piperidyl)-3-ethyl-2-oxo-benzimidazol-5-yl]piperidine-1-carboxylate O=C1NC(CCC1N1C(N(C2=C1C=CC(=C2)C2CCN(CC2)C(=O)OC(C)(C)C)CC)=O)=O